C(=O)C1CCN(CC1)C=1SC2=C(N1)C=C(C(=C2)NC(=O)C2=NC(=CC=C2)C(F)(F)F)C(C)(C)O N-[2-(4-formyl-1-piperidyl)-5-(1-hydroxy-1-methyl-ethyl)-1,3-benzothiazol-6-yl]-6-(trifluoromethyl)pyridine-2-carboxamide